CC1=CC=C(O1)C=1C2=C(N=C(N1)N)N(N=N2)CC2=NC(=CC=C2)CO[C@@H]2COCC2 (S)-7-(5-methylfuran-2-yl)-3-((6-(((tetrahydrofuran-3-yl)oxy)methyl)pyridin-2-yl)methyl)-3H-[1,2,3]triazolo[4,5-d]pyrimidin-5-amine